S(=O)(=O)([O-])[O-].[Ca+2].[F-].[Al+3] aluminum fluoride calcium sulfate